C12(CC3CC(CC(C1)C3)C2)C2=NC(=NC(=N2)C23CC1CC(CC(C2)C1)C3)C3=CC=C(C=C3)N3C=1C=CC=CC1C1(C2=CC=CC=C2C=2C=CC=CC12)C1=CC=CC=C31 10-[4-[4,6-Di(1-adamantyl)-1,3,5-triazin-2-yl]phenyl]-10H-spiro[acridine-9,9'-fluorene]